BrC1=CC(=C(C=C1)CC(C(=O)OC)(C)C)F methyl 3-(4-bromo-2-fluorophenyl)-2,2-dimethylpropionate